O[C@@H]1C(OC2=CC=C(C=C2[C@H]1N1C(CCC1)=O)C#N)(C)C (3S,4R)-3-hydroxy-2,2-dimethyl-4-(2-oxopyrrolidin-1-yl)-3,4-dihydrochromene-6-carbonitrile